methyl 4-(4,4,5,5-tetramethyl-1,3,2-dioxaborolan-2-yl)picolinate CC1(OB(OC1(C)C)C1=CC(=NC=C1)C(=O)OC)C